C(#N)C=1C=C(C=CC1F)CN1CC2(C1)CC(C2)NC(=O)N2[C@@H](CN(C[C@@H]2C)C2=NC=C(C=N2)C(F)(F)F)C (2R,6S)-N-{2-[(3-cyano-4-fluorophenyl)methyl]-2-azaspiro[3.3]heptan-6-yl}-2,6-dimethyl-4-[5-(trifluoromethyl)pyrimidin-2-yl]piperazine-1-carboxamide